(2S)-4,4-Difluoro-2-(4-fluorophenyl)-N-[4-(5-methyl-4-oxo-3-phenyl-4,5-dihydro-1H-pyrrolo[3,2-c]pyridin-2-yl)pyridin-2-yl]butanamid FC(C[C@H](C(=O)NC1=NC=CC(=C1)C1=C(C=2C(N(C=CC2N1)C)=O)C1=CC=CC=C1)C1=CC=C(C=C1)F)F